CC(C(=O)NNC(=O)C1=CC2=C(C(CC(C(N2CC2=CC=C(C=C2)OC(F)(F)F)=O)NC(OC(C)(C)C)=O)(F)F)C=C1F)(C)C tert-butyl N-[8-[(2,2-dimethylpropanoylamino)carbamoyl]-5,5,7-trifluoro-2-oxo-1-[[4-(trifluoromethoxy)phenyl]methyl]-3,4-dihydro-1-benzazepin-3-yl]carbamate